N-((2-methoxy-5-(oxetan-3-yl)phenyl)sulfonyl)-5-(pyridin-2-yl)quinoline-2-carboxamide COC1=C(C=C(C=C1)C1COC1)S(=O)(=O)NC(=O)C1=NC2=CC=CC(=C2C=C1)C1=NC=CC=C1